tert-Butyl 2-(4-(2-(4-(3-(4-cyano-3-(trifluoromethyl)phenyl)-5,5-dimethyl-4-oxo-2-thioxoimidazolidin-1-yl)-2-ethylphenoxy)ethyl)piperazin-1-yl)-2-methylpropanoate C(#N)C1=C(C=C(C=C1)N1C(N(C(C1=O)(C)C)C1=CC(=C(OCCN2CCN(CC2)C(C(=O)OC(C)(C)C)(C)C)C=C1)CC)=S)C(F)(F)F